1-(tetrahydro-2H-pyran-4-yl)-1H-pyrazole-3,5-dicarboxamide O1CCC(CC1)N1N=C(C=C1C(=O)N)C(=O)N